CN(C=1C2=C(N=CN1)NC(=C2)C=2C=NC=CC2)CC2CCOCC2 N-Methyl-6-(pyridin-3-yl)-N-((tetrahydro-2H-pyran-4-yl)methyl)-7H-pyrrolo[2,3-d]pyrimidin-4-amine